tert-butyl N-(cyclopropylmethyl)-N-[4-[4-[[3-(difluoromethyl)-1-[4-(hydroxymethyl)phenyl]pyrazol-4-yl]carbamoyl]oxazol-2-yl]-2-pyridyl]carbamate C1(CC1)CN(C(OC(C)(C)C)=O)C1=NC=CC(=C1)C=1OC=C(N1)C(NC=1C(=NN(C1)C1=CC=C(C=C1)CO)C(F)F)=O